(R)-3-((1R,3R)-1-(2,6-dichloro-3-(2-((3-fluoropropyl)amino)ethoxy)phenyl)-6-fluoro-3-methyl-1,3,4,9-tetrahydro-2H-pyrido[3,4-b]indol-2-yl)-2-methylpropanoic acid ClC1=C(C(=CC=C1OCCNCCCF)Cl)[C@H]1N([C@@H](CC2=C1NC1=CC=C(C=C21)F)C)C[C@H](C(=O)O)C